CC1(N(C(CCC1)C)C(=O)O)C(=O)O 2,6-dimethylpiperidinedicarboxylic acid